phenyl(diphenylpyrimidinyl)indolocarbazole C1(=CC=CC=C1)C=1C(=C2C(=CC1)N=C1C=CC3=C4C=CC=CC4=NC3=C12)C1=NC(=CC(=N1)C1=CC=CC=C1)C1=CC=CC=C1